2-bromo-3-(4-methylphenyl)quinoxaline BrC1=NC2=CC=CC=C2N=C1C1=CC=C(C=C1)C